1-{4-[1-isopropyl-4-(trifluoromethyl)imidazol-2-yl]-3-methoxyphenyl}methanamine C(C)(C)N1C(=NC(=C1)C(F)(F)F)C1=C(C=C(C=C1)CN)OC